(1-(2-chloro-6-(1,1-difluoroethyl)pyridin-4-yl)-3-cyclopropyl-1H-pyrazolo[4,3-c]pyridin-6-yl)acetamide ClC1=NC(=CC(=C1)N1N=C(C=2C=NC(=CC21)CC(=O)N)C2CC2)C(C)(F)F